2-(2-fluoro-4-(pyrrolidin-3-yl)phenyl)-6-methoxy-N-methylbenzo[d]imidazo[2,1-b]thiazole-7-carboxamide hydrochloride Cl.FC1=C(C=CC(=C1)C1CNCC1)C=1N=C2SC3=C(N2C1)C=C(C(=C3)C(=O)NC)OC